L-ascorbic acid 2-phosphate magnesium hydrate O.[Mg+2].P(=O)([O-])([O-])OC=1C(=O)O[C@@H](C1O)[C@@H](O)CO